tert-Butyl(5-bromo-2-formylthiophen-3-yl) carbamate C(N)(OC1=C(SC(=C1C(C)(C)C)Br)C=O)=O